7-(3-fluorophenyl)-4-methoxy-11-oxo-1,2,7,11-tetrahydrobenzofuro[4,5-e]pyrido[1,2-c][1,3]oxazine-10-carboxylic acid FC=1C=C(C=CC1)C1OC2=C(C=3N1C=C(C(C3)=O)C(=O)O)C=3CCOC3C(=C2)OC